C1=C(C=CC2=CC=CC=C12)S(=O)(=O)N(C(C=C)=O)CC1=CC=CC=C1 N-(naphthalen-2-ylsulfonyl)-N-phenylmethylacrylamide